6-Amino-1,3-dimethyluracil NC1=CC(N(C(N1C)=O)C)=O